1-[2'-(3-chloro-1H-pyrrolo[2,3-b]pyridin-5-yl)-5',6'-dihydrospiro[piperidine-4,4'-pyrrolo[1,2-b]pyrazol]-1-yl]ethan-1-one ClC1=CNC2=NC=C(C=C21)C=2C=C1N(N2)CCC12CCN(CC2)C(C)=O